(R)-4-fluoro-5,8,8-trimethyl-5-phenyl-3-(trifluoromethyl)-7,8,9,10-tetrahydrobenzo[b][1,8]naphthyridin-6(5H)-one FC=1C=2[C@@](C3=C(NC2N=CC1C(F)(F)F)CC(CC3=O)(C)C)(C3=CC=CC=C3)C